C1(CCC1)C=1C=CC(=NC1)NC(OC(C)(C)C)=O tert-butyl (5-cyclobutylpyridin-2-yl)carbamate